N-[(1r,3r)-3-(3-chloro-4-cyanophenoxy)cyclobutyl]benzamide Molybdenum [Mo].ClC=1C=C(OC2CC(C2)NC(C2=CC=CC=C2)=O)C=CC1C#N